CN1C(CCCC1)=O N-Methyl-2-piperidon